[N].[N].N1CCC1 azetidine Dinitrogen